C1CCC2=C(C=3CCCC3C=C12)NC(=O)NS(=O)(=N)C=1OC=C(C1)C(=O)N1CC2(C1)CC(C2)O N-((1,2,3,5,6,7-hexahydro-s-indacen-4-yl)carbamoyl)-4-(6-hydroxy-2-azaspiro[3.3]heptane-2-carbonyl)furan-2-sulfonimidamide